triisopropoxy(2-naphthyl)silane C(C)(C)O[Si](C1=CC2=CC=CC=C2C=C1)(OC(C)C)OC(C)C